Silver(I) bis(trifluoromethanesulfonyl)imide [N-](S(=O)(=O)C(F)(F)F)S(=O)(=O)C(F)(F)F.[Ag+]